(R)-5-methoxy-tryptamine COC1=CC=C2NC=C(CCN)C2=C1